1,2,3-triazolinium [NH+]1=NNCC1